ethyl (5-(3-chlorophenyl)-4-(difluoromethyl)-3-hydroxypicolinoyl)-Glycinate ClC=1C=C(C=CC1)C=1C(=C(C(=NC1)C(=O)NCC(=O)OCC)O)C(F)F